C(C#C)OS(=O)(=O)CCCCC(C)OS(=O)(=O)CC 5-(ethanesulfonyloxy)hexanesulfonic acid 2-propynyl ester